5-(4-fluorophenyl)-4-oxo-1-pyridin-2-ylpyridine-3-carboxamide FC1=CC=C(C=C1)C=1C(C(=CN(C1)C1=NC=CC=C1)C(=O)N)=O